C(C1=CC=CC=C1)NC(=O)NC=1OC=CN1 1-benzyl-3-(oxazol-2-yl)urea